5,6,7,8-tetrahydroimidazo[1,5-a]pyrazine-3-carboxylate C=1N=C(N2C1CNCC2)C(=O)[O-]